C1(CC1)OC1=CC(=NC=C1C(=O)N)C=O 4-CYCLOPROPOXY-6-FORMYLNICOTINAMIDE